2-amino-tetrahydropyrano[3,2-c]quinoline NC1CCC2CN=C3C=CC=CC3=C2O1